cyclopropyl-(oxazol) C1(CC1)C=1OC=CN1